OCCCCCC(=O)OCCCCCCO 6-hydroxyhexyl 6-hydroxyhexanoate